(S)-5-(2-methyl-5-((4-(methylsulfonyl)morpholin-2-yl)methoxy)pyridin-4-yl)-N-(2-methylpyrimidin-4-yl)pyrazolo[1,5-a]pyridin-2-amine CC1=NC=C(C(=C1)C1=CC=2N(C=C1)N=C(C2)NC2=NC(=NC=C2)C)OC[C@@H]2CN(CCO2)S(=O)(=O)C